P(=O)(OCCCCCCCCCC)(OCC[NH+](CCCCCCCC)CCCCCCCC)[O-] decyl (2-(dioctyl-ammonio) ethyl) phosphate